ClC1=NC(=C2N(C(N(C2=N1)C1CCCCC1)=O)C)[2H] 2-chloro-9-cyclohexyl-7-methyl-7,9-dihydro-8H-purin-8-one-6-d